BrC1=C(C(=CC(=C1)F)F)Cl 1-bromo-2-chloro-3,5-difluorobenzene